C(OCCC12CC3CC(CC(C1)C3)C2)(OCCCCCBr)=O 2-((3r,5r,7r)-adamantan-1-yl)ethyl (5-bromopentyl) carbonate